3-oxa-1,5-diaminopentane NCCOCCN